N-methyl-4-butyl-N-octadecylanilinium tetrakis(perfluorophenyl)borate FC1=C(C(=C(C(=C1F)F)F)F)[B-](C1=C(C(=C(C(=C1F)F)F)F)F)(C1=C(C(=C(C(=C1F)F)F)F)F)C1=C(C(=C(C(=C1F)F)F)F)F.C[NH+](C1=CC=C(C=C1)CCCC)CCCCCCCCCCCCCCCCCC